C(CCCC)C1=CC2=C(C=NS2)C=C1 6-pentyl-1,2-benzothiazole